ClC1=CC(=C(COC2=CC=CC(=N2)C2=CC(N(C=C2)CC2=NC3=C(N2C[C@H]2OCC2)C=C(C=C3)C(=O)OC)=O)C=C1)F methyl (S)-2-((6-((4-chloro-2-fluorobenzyl) oxy)-2'-oxo-[2,4'-bipyridyl]-1'(2'H)-yl) methyl)-1-(oxetan-2-ylmethyl)-1H-benzo[d]imidazole-6-carboxylate